3-(5-((4-((2-Fluoro-5-(trifluoromethoxy)phenyl)amino)-1H-1,2,3-triazol-1-yl)methyl)-1-oxoisoindolin-2-yl)piperidine-2,6-dione FC1=C(C=C(C=C1)OC(F)(F)F)NC=1N=NN(C1)CC=1C=C2CN(C(C2=CC1)=O)C1C(NC(CC1)=O)=O